(S)-2-(4-methoxybutyrylamino)-9-(5,6,7,8-tetrahydro-1,8-naphthyridin-2-yl)nonanoic acid COCCCC(=O)N[C@H](C(=O)O)CCCCCCCC1=NC=2NCCCC2C=C1